(1R,4R)-N1-(pyrimidin-2-yl)cyclohexane-1,4-diamine N1=C(N=CC=C1)NC1CCC(CC1)N